hexanedione o-nitrobromoanilinediazonium salt [N+](=O)([O-])C1=C(N([N+]#N)Br)C=CC=C1.CC(C(CCC)=O)=O